2-(2'-hydroxy-3',5'-di-isoamylphenyl)benzotriazole OC(CC=1C=C(C=C(C1)N1N=C2C(=N1)C=CC=C2)CCC(C)C)C(C)C